1-N'-(4-fluorophenyl)-1-N-[4-[7-[1-(2-methoxyethyl)pyrazol-4-yl]Quinolin-4-yl]Oxyphenyl]Cyclopropane-1,1-dicarboxamide FC1=CC=C(C=C1)NC(=O)C1(CC1)C(=O)NC1=CC=C(C=C1)OC1=CC=NC2=CC(=CC=C12)C=1C=NN(C1)CCOC